O1CC(CC1)C1=NNC(=C1)N 3-(tetrahydrofuran-3-yl)-1H-pyrazol-5-amine